2'-fluoro-4-methoxy-[1,1'-biphenyl]-3-carboxamide FC1=C(C=CC=C1)C1=CC(=C(C=C1)OC)C(=O)N